CC1C(NNCC1)C(=O)[O-] 4-methylhexahydropyridazine-3-carboxylate